(6-(4-fluorophenoxy)pyridin-3-yl)methanol FC1=CC=C(OC2=CC=C(C=N2)CO)C=C1